p-cresol CC1=CC=C(C=C1)O